C(C1=CC=CC=C1)OC1=C(C(=CC(=C1)O)O)C(=O)N1CC2=CC=CC(=C2C1)CN1CCOCC1 (2-(benzyloxy)-4,6-dihydroxyphenyl)(4-(morpholinomethyl)isoindolin-2-yl)methanone